C(C)(C)[Si](C#CC1=NN(C2=CC=C(C=C12)C=1C=NN(C1O[C@H]1CNCCC1)C)C1OCCCC1)(C(C)C)C(C)C triisopropyl-[2-[5-[1-methyl-5-[[(3R)-3-piperidyl]oxy]pyrazol-4-yl]-1-tetrahydropyran-2-yl-indazol-3-yl]ethynyl]silane